O=C1CC2(CN(C2)C(=O)OCC2=CC=CC=C2)C1 benzyl 6-oxo-2-azaspiro[3.3]heptane-2-carboxylate